NC1=NC2=CC=C(C=C2C=C1C)C(=O)N(CC1=NC=C(C=C1)C(F)(F)F)CC1=C2C(=NC=C1)NC(=C2)C 2-amino-3-methyl-N-((2-methyl-1H-pyrrolo[2,3-b]pyridin-4-yl)methyl)-N-((5-(trifluoromethyl)-2-pyridinyl)methyl)-6-quinolinecarboxamide